tert-Butyl rac-[(1R,2R,3S)-2,3-dihydroxycyclopentyl]carbamate O[C@@H]1[C@@H](CC[C@@H]1O)NC(OC(C)(C)C)=O |r|